C1=NC(=CC2=CN=CC=C12)CNC(OCCCC)=O butyl ((2,6-naphthyridin-3-yl)methyl)carbamate